CN1C=C(C=C1)C1=CC=C2C=CC=NC2=C1 7-(1-methyl-1H-pyrrol-3-yl)quinoline